2-((2-methoxyphenyl)(p-toluylamino)methyl)cyclohexane-1-one COC1=C(C=CC=C1)C(C1C(CCCC1)=O)NC1=CC=C(C=C1)C